(R)-3-((S)-3-(3-(aminomethyl-d2)phenyl)-1-(tert-butoxy)-1-oxopropane-2-yl)pyrrolidine-1-carboxylic acid tert-butyl ester C(C)(C)(C)OC(=O)N1C[C@H](CC1)[C@@H](C(=O)OC(C)(C)C)CC1=CC(=CC=C1)C([2H])([2H])N